METHYL 3-(IMIDAZO[1,2-A]PYRIDIN-3-YL)-4-IODOISOTHIAZOLE-5-CARBOXYLATE N=1C=C(N2C1C=CC=C2)C2=NSC(=C2I)C(=O)OC